ClC1=CC=C(C=C1)[C@H](CC1=NOC(=N1)C(N1C(NC=C(C1=O)C)=O)([2H])[2H])O (S)-3-((3-(2-(4-chlorophenyl)-2-hydroxyethyl)-1,2,4-oxadiazol-5-yl)methyl-d2)-5-methylpyrimidine-2,4(1h,3h)-dione